NC1=NC(=CC(=N1)N1CCC2(CCCC(N2C2=CC(=C(C=C2)F)F)=O)CC1)O[C@@H]1[C@H](COCC1)F |r| rac-9-(2-amino-6-(((3S,4S)-3-fluorotetrahydro-2H-pyran-4-yl)oxy)pyrimidin-4-yl)-1-(3,4-difluorophenyl)-1,9-diazaspiro[5.5]undecan-2-one